ClC=1C=2C(N=C3N(C2C=CC1)C1=CC=C(C=C1C3(C)C)C3CCN(CC3)C3CC(C3)C(=O)O)=O 3-(4-(4-chloro-7,7-dimethyl-5-oxo-5,7-dihydroindolo[1,2-a]quinazolin-9-yl)piperidin-1-yl)cyclobutane-1-carboxylic acid